CN(C)CC1=CC=C(C=C1)S(=O)(=O)NC(CC1=C(C=C(C=C1C(C)C)C1=C(C=CC=C1)OCC1=CC=CC=C1)C(C)C)=O N-[4-[(dimethylamino)methyl]phenyl]sulfonyl-2-[4-(2-phenylmethoxy-phenyl)-2,6-di(propan-2-yl)phenyl]acetamide